(2-((5-Cyanopyridin-3-yl)methoxy)-6-methyl-4-(((2-methyl-[1,1'-biphenyl]-3-yl)methyl)amino)benzyl)-D-serine C(#N)C=1C=C(C=NC1)COC1=C(CN[C@H](CO)C(=O)O)C(=CC(=C1)NCC=1C(=C(C=CC1)C1=CC=CC=C1)C)C